C(#N)C=1C(=NC(=CC1C)C)N1[C@@H](C[C@@H](C1)O)C(=O)N(C)C1=CC(=C(C=C1)F)CF (2S,4S)-1-(3-Cyano-4,6-di-methylpyridin-2-yl)-N-(4-fluoro-3-(fluoromethyl)phenyl)-4-hydroxy-N-methyl-pyrrolidine-2-carboxamide